8-((2S,4S)-5-Chloro-6-fluoro-2-phenyl-2-((S)-pyrrolidin-2-yl)-2,3-dihydrobenzofuran-4-yl)-9-fluoro-2,3-dihydro-[1,4]oxazino[2,3,4-hi]indazole-7-carboxamide ClC=1C(=CC2=C(C[C@@](O2)([C@H]2NCCC2)C2=CC=CC=C2)C1C1=C(C=2C=NN3C2C(=C1F)OCC3)C(=O)N)F